4-(6-chloro-8-fluoro-2-(((2R,7aS)-2-fluorotetrahydro-1H-pyrrolizin-7a(5H)-yl)methoxy)-4-(1,6-diazaspiro[3.3]heptan-6-yl)quinazolin-7-yl)-7-fluorobenzo[d]thiazol-2-amine ClC=1C=C2C(=NC(=NC2=C(C1C1=CC=C(C2=C1N=C(S2)N)F)F)OC[C@]21CCCN1C[C@@H](C2)F)N2CC1(CCN1)C2